O1CCC(CC1)C1=NC=2C(=NC=CC2[C@H]2CC[C@H](CC2)C(=O)N2CCC(CC2)OC(F)(F)F)N1 (cis)-[4-(2-tetrahydropyran-4-yl-3H-imidazo[4,5-b]pyridin-7-yl)cyclohexyl]-[4-(trifluoromethoxy)-1-piperidyl]methanone